4-(3-fluorobenzyl)-N-((S)-7-(2-((S)-3-hydroxy-2-oxopyrrolidin-1-yl)ethoxy)-5-methyl-4-oxo-2,3,4,5-tetrahydrobenzo[b][1,4]oxazepin-3-yl)-1H-pyrazole-1-carboxamide FC=1C=C(CC=2C=NN(C2)C(=O)N[C@@H]2C(N(C3=C(OC2)C=CC(=C3)OCCN3C([C@H](CC3)O)=O)C)=O)C=CC1